tert-butyl ((1-(2-chloro-5-cyanopyrimidin-4-yl)pyrrolidin-3-yl)methyl)carbamate ClC1=NC=C(C(=N1)N1CC(CC1)CNC(OC(C)(C)C)=O)C#N